C1(CCC1)NCCCC=1C=CC(=C(C(=O)OC)C1)OC methyl 5-(3-(cyclobutylamino) propyl)-2-methoxybenzoate